FC1=C(C=CC(=C1)C1=NN(C=N1)C1=CC=C(C=C1)OC(F)(F)F)NC(=O)\N=C\1/SCC(N1C1=C(C=CC(=C1)NC)C(C)C)=O (Z)-1-(2-fluoro-4-(1-(4-(trifluoromethoxy)phenyl)-1H-1,2,4-triazol-3-yl)phenyl)-3-(3-(2-isopropyl-5-(methylamino)phenyl)-4-oxothiazolidin-2-ylidene)urea